NC1=CC=C(N=N1)CCCCC1=NN=C(S1)NC(CC=1N(C2=CC=CC=C2C1)C)=O N-(5-(4-(6-aminopyridazin-3-yl)butyl)-1,3,4-thiadiazol-2-yl)-2-(1-methyl-1H-indol-2-yl)acetamide